N,N,N',N',N''-pentakis(2-hydroxypropyl)diethylenetriamine CC(CN(CCN(CC(C)O)CC(C)O)CCN(CC(C)O)CC(C)O)O